(2-fluoropropyl)aniline FC(CNC1=CC=CC=C1)C